3-(5-(4-methyl-6-((5-methyl-1H-pyrazol-3-yl)amino)pyrimidin-2-yl)pyridin-2-yl)-3,6-Diazabicyclo[3.1.1]heptane-6-carboxylate CC1=NC(=NC(=C1)NC1=NNC(=C1)C)C=1C=CC(=NC1)N1CC2N(C(C1)C2)C(=O)[O-]